3,4-dinitrofurazanyl-furazane oxide [N+](=O)([O-])C1N(ON=C1[N+](=O)[O-])C1=[N+](ON=C1)[O-]